tert-butyl-D-prolinate C(C)(C)(C)N1[C@H](CCC1)C(=O)[O-]